(R)-2-(allyloxy)-3-(octadecyloxy)propyl (((2R,3S,4R,5S)-5-(4-aminopyrrolo[2,1-f][1,2,4]triazin-7-yl)-2-cyano-3,4-dihydroxytetrahydrofuran-2-yl)methyl) hydrogen phosphate P(=O)(OC[C@@H](COCCCCCCCCCCCCCCCCCC)OCC=C)(OC[C@]1(O[C@H]([C@@H]([C@@H]1O)O)C1=CC=C2C(=NC=NN21)N)C#N)O